CC1(C(O)C=CC=C1C)O 2,3-dimethylcatechol